N-(5-(2-(2-azabicyclo[2.2.1]heptan-2-yl)acetamido)-2-methylphenyl)-7-methyl-4,5,6,7-tetrahydro-[3,6'-bipyrazolo[1,5-a]pyrazine]-3'-carboxamide C12N(CC(CC1)C2)CC(=O)NC=2C=CC(=C(C2)NC(=O)C=2C=NN1C2C=NC(=C1)C=1C=NN2C1CNCC2C)C